ethyl-3-(bis(4-methoxybenzyl)amino)-2-chloro-5-fluoro-6-(5-methyl-1-(tetrahydro-2H-pyran-2-yl)-1H-indazol-4-yl)isonicotinic acid C(C)OC(C1=C(C(=NC(=C1F)C1=C2C=NN(C2=CC=C1C)C1OCCCC1)Cl)N(CC1=CC=C(C=C1)OC)CC1=CC=C(C=C1)OC)=O